BrC1=CC=C2C(C(N(C(C2=C1)=O)O)=O)C(=O)NCC1=CC=C(C=C1)F 7-bromo-N-(4-fluorobenzyl)-2-hydroxy-1,3-dioxo-4H-isoquinoline-4-carboxamide